4-[[(7S)-1-[2-[(1S)-1-(2,2-difluoro-1,3-benzodioxol-5-yl)ethoxy]-4-pyridinyl]-5-methyl-3-(trifluoromethyl)-6,7-dihydro-4H-pyrazolo[4,3-c]pyridin-7-yl]oxy]benzoic acid FC1(OC2=C(O1)C=CC(=C2)[C@H](C)OC2=NC=CC(=C2)N2N=C(C=1CN(C[C@@H](C12)OC1=CC=C(C(=O)O)C=C1)C)C(F)(F)F)F